NC1=CC(=C(C(=N1)[C@H]1[C@@H](CC=2C(=NC=NC2C1)N1CCN(CC1)C(C=C)=O)C)C(F)(F)F)C 1-[4-[(6R,7R)-7-[6-amino-4-methyl-3-(trifluoromethyl)-2-pyridyl]-6-methyl-5,6,7,8-tetrahydroquinazolin-4-yl]piperazin-1-yl]prop-2-en-1-one